1-benzyl-N5-((1r,2r)-2-hydroxycyclobutyl)-N3-methyl-2-oxo-1,2-dihydropyridine-3,5-dicarboxamide C(C1=CC=CC=C1)N1C(C(=CC(=C1)C(=O)N[C@H]1[C@@H](CC1)O)C(=O)NC)=O